ClS(=O)(=O)N1[C@H](CCC1)C(=O)OC methyl (2R)-1-chlorosulfonylpyrrolidine-2-carboxylate